caprylyl-pentanediol C(CCCCCCC)(=O)C(CCCC)(O)O